6-Chloro-3-[[(1R)-1-[3-chloro-6-methyl-2-(1-methylpyrazol-4-yl)-4-oxo-chromen-8-yl]ethyl]-amino]pyridine-2-carboxylic acid ClC1=CC=C(C(=N1)C(=O)O)N[C@H](C)C=1C=C(C=C2C(C(=C(OC12)C=1C=NN(C1)C)Cl)=O)C